dimethyl (2-isopropylbutylidene)malonate C(C)(C)C(C=C(C(=O)OC)C(=O)OC)CC